CCCCC\C=C/C\C=C/C(CCCCCCCCC)O (Z,Z)-6,9-Eicosadien-11-ol